Ethyl 6-chloro-8-fluoro-4-hydroxy-quinazoline-2-carboxylate ClC=1C=C2C(=NC(=NC2=C(C1)F)C(=O)OCC)O